C(C)OC(\C(=C/C(CCCCCCCCC)C)\C(C)=O)=O.CN1CCC(CC1)NC1=CC=C(C=C1)NC1=CC(=NN1)C1=CC=C(S1)C(=O)N 5-(5-(4-((1-methylpiperidin-4-yl)amino)phenylamino)-1H-pyrazol-3-yl)thiophene-2-carboxamide ethyl-(Z)-2-acetyl-4-methyltridec-2-enoate